ClC1=C(C(=O)N)C(=CC=N1)Cl 2,4-dichloro-nicotinamide